CN1N=CC(=C1)C=1C2=C(N=CN1)NC=C2C=2C=CC=1N(N2)C(=CN1)C 4-(1-methyl-1H-pyrazol-4-yl)-5-(3-methylimidazo[1,2-b]pyridazin-6-yl)-7H-pyrrolo[2,3-d]pyrimidine